(S)-tert-butyl 4-(1-fluoro-2-(6-morpholino-5-nitro-1-oxoisoindolin-2-yl)ethyl)piperidine-1-carboxylate F[C@H](CN1C(C2=CC(=C(C=C2C1)[N+](=O)[O-])N1CCOCC1)=O)C1CCN(CC1)C(=O)OC(C)(C)C